3-bromo-1-(1-(6-cyclopropylpyridin-3-yl)ethyl)-4-methoxy-N-methyl-N-(1-(pyrimidin-2-yl)propyl)-1H-pyrazolo[3,4-d]pyrimidin-6-amine BrC1=NN(C2=NC(=NC(=C21)OC)N(C(CC)C2=NC=CC=N2)C)C(C)C=2C=NC(=CC2)C2CC2